3-[(N,N-dimethylaminomethylene)amino]-3H-1,2,4-dithiazole-5-thione CN(C)C=NC1SSC(N1)=S